N-arachidoyl-glutamic acid tert-Butyl-(S)-3-((R)-1-hydroxy-2-nitroethyl)-3,4-dihydroisoquinoline-2(1H)-carboxylate C(C)(C)(C)[C@@H]1N(C(CC2=CC=CC=C12)[C@@H](C[N+](=O)[O-])O)C(=O)O.C(CCCCCCCCCCCCCCCCCCC)(=O)N[C@@H](CCC(=O)O)C(=O)O